BrC1=CC(=C(C(=C1)F)C1(CC1)C=O)F 1-(4-bromo-2,6-difluoro-phenyl)-cyclopropanecarboxaldehyde